(1S,9S)-1-amino-9-ethyl-5-fluoro-9-hydroxy-4-methyl-1,2,3,9,12,15-hexahydro-10H,13H-benzo[de]pyrano[3',4':6,7]indolizino[1,2-b]quinolin-10,13-dione methanesulfonate CS(=O)(=O)O.N[C@H]1CCC=2C=3C1=C1C(=NC3C=C(C2C)F)C2=CC3=C(C(N2C1)=O)COC([C@]3(O)CC)=O